tert-butyl (2s,4s)-2-[(3-chloro-2,4-difluorophenyl) carbamoyl]-4-cyanopyrrolidine-1-carboxylate ClC=1C(=C(C=CC1F)NC(=O)[C@H]1N(C[C@H](C1)C#N)C(=O)OC(C)(C)C)F